tert-butyl 4-(2-(5-bromo-2-imino-4-isopropoxypyridin-1(2H)-yl)acetyl)piperazine-1-carboxylate BrC=1C(=CC(N(C1)CC(=O)N1CCN(CC1)C(=O)OC(C)(C)C)=N)OC(C)C